(2R,4r,6S)-tert-butyl 4-(2-((trans)-4-((1-methoxy-2-methyl-1-oxopropan-2-yl) amino) cyclohexyl) ethoxy)-2,6-dimethylpiperidine-1-carboxylate COC(C(C)(C)N[C@@H]1CC[C@H](CC1)CCOC1C[C@H](N([C@H](C1)C)C(=O)OC(C)(C)C)C)=O